5-nitro-1,10-phenanthrolin [N+](=O)([O-])C1=C2C=CC=NC2=C2N=CC=CC2=C1